BrC1=C2C=CC(=NC2=CC(=C1C)N(C1CCOCC1)CC)N1CCN(CC1)C 5-bromo-N-ethyl-6-methyl-2-(4-methylpiperazin-1-yl)-N-(tetrahydro-2H-pyran-4-yl)quinolin-7-amine